CCC(CCCCC)OC(C)=O 3-Octylacetat